OC1=C(C=O)C=CC(=C1)N1CC2(CCNC2)CCC1 2-Hydroxy-4-(2,7-diazaspiro[4.5]decan-7-yl)benzaldehyde